C(C)(C)(C)[Si](C)(C)OCCCN1C(=CC2=CC=CC=C12)I tert-butyl-[3-(2-iodoindol-1-yl)propoxy]-dimethyl-silane